CC1=CC=CC(=N1)C=1N=C2N(CCN2)C1C1=CC=CC2=NON=C21 4-(6-(6-methylpyridin-2-yl)-2,3-dihydro-1H-imidazo[1,2-a]imidazol-5-yl)benzo[c][1,2,5]oxadiazole